CC1=CC=C(C=C1)C(C)C 1-methyl-4-(prop-2-yl)benzene